COC([C@H](C(C)C)N=C=O)=O (S)-2-isocyanato-3-methylbutanoic acid methyl ester